CC1N(C2=CC=CC(=C2N(C1C)S(=O)(=O)C1=C(C=C(C=C1)C=1C=NN(C1)C)C)C)C(=O)OC(C)(C)C tert-butyl 2,3,5-trimethyl-4-[2-methyl-4-(1-methylpyrazol-4-yl)phenyl]sulfonyl-2,3-dihydroquinoxaline-1-carboxylate